C=C1CC2(CCC(N2C1)=O)C(=O)OCC ethyl 2-methylene-5-oxotetrahydro-1H-pyrrolizine-7a(5H)-carboxylate